methyl 2-((4-amino-5-ethylpyridin-3-yl)oxy)-6-chlorobenzoate NC1=C(C=NC=C1CC)OC1=C(C(=O)OC)C(=CC=C1)Cl